6-chloro-3-[3-(4-fluorophenyl)-2-propanoyl-3,4-dihydropyrazol-5-yl]-4-phenyl-1H-quinolin-2-one ClC=1C=C2C(=C(C(NC2=CC1)=O)C=1CC(N(N1)C(CC)=O)C1=CC=C(C=C1)F)C1=CC=CC=C1